N-(5-((1R,3S)-3-(4-chlorophenyl)cyclobutyl)6-methoxypyridin-3-yl)methanesulfonamide ClC1=CC=C(C=C1)C1CC(C1)C=1C=C(C=NC1OC)NS(=O)(=O)C